C(C)OC1=C(C=CC(=N1)C(=O)N(C)C)NC1=NNC2=CC(=CC=C12)[C@@H]1C[C@@]12C(NC1=CC=C(C=C21)OC)=O 6-ethoxy-5-({6-[(1r,2s)-5'-methoxy-2'-oxo-1',2'-dihydrospiro[cyclopropan-1,3'-indol]-2-yl]-1H-indazol-3-yl}amino)-N,N-dimethylpyridine-2-carboxamide